ClC1=NN(C=C1NC1=NC=C(C(=N1)OCC1CCCCC1)F)C1CC1 (1R,4R)-4-(((2-((3-chloro-1-cyclopropyl-1H-pyrazol-4-yl)amino)-5-fluoro-pyrimidin-4-yl)oxy)methyl)cyclohexan